2,4-dichloro-6-(2-(5-chloropyridin-2-yl)propyl)-1,3,5-triazine ClC1=NC(=NC(=N1)Cl)CC(C)C1=NC=C(C=C1)Cl